3-Nitrophenylhydrazine hydrochloride Cl.[N+](=O)([O-])C=1C=C(C=CC1)NN